2-(4-Fluoro-2-((5-Fluoro-2-((5-methoxy-2-methyl-4-(4-(4-methylpiperazin-1-yl)piperidine-1-yl)phenyl)amino)pyrimidin-4-yl)amino)phenyl)propan-2-ol FC1=CC(=C(C=C1)C(C)(C)O)NC1=NC(=NC=C1F)NC1=C(C=C(C(=C1)OC)N1CCC(CC1)N1CCN(CC1)C)C